tert-butyl 2-methyl-2-(5-methylthiazole-4-carbonyl)-1-((5-(trifluoromethyl)pyridin-2-yl)methyl)hydrazine-1-carboxylate CN(N(C(=O)OC(C)(C)C)CC1=NC=C(C=C1)C(F)(F)F)C(=O)C=1N=CSC1C